N1=CC(=CC=C1)C1=CC=C(NCC2COCC2)C=C1 4-(3-pyridyl)-N-(tetrahydrofuran-3-ylmethyl)aniline